ClC1=C(C(=O)NC=2C=CC=C3C=CC(=NC23)C)C=CC(=C1)C 2-Chloro-4-methyl-N-(2-methylquinolin-8-yl)benzamide